C1(=CC=C(C=C1)S(=O)(=O)N1C[C@@H](OCC1)C=O)C (2R)-4-(p-tolylsulfonyl)morpholine-2-carbaldehyde